C=1([O-])C([O-])=CC=CC1.[Na+].NC1=C2CN(CC2=CC=C1)C(=O)C1=C(C(=C(C=C1O)O)C)OCC1=CC=CC=C1.[Na+] (4-aminoisoindolin-2-yl)(2-(benzyloxy)-4,6-dihydroxy-3-methylphenyl)methanone sodium catecholate